ClC=1C=CC=2C(C3=CC=C(C=C3OC2C1)Cl)NC(=O)C1=CN=C(NC1=O)COC1=CC=C(C=C1)C(F)(F)F N-(3,6-dichloro-9H-xanthen-9-yl)-6-oxo-2-((4-(trifluoromethyl)phenoxy)methyl)-1,6-dihydropyrimidine-5-carboxamide